C1(=CC=CC2=CC=CC=C12)C(=O)C1=C(C=CC=C1)P(C1=CC=CC=C1)(C(C1=CC=CC=C1)=O)=O naphthoyl-benzoyl-diphenyl-phosphine oxide